ClC=1N=NC=C(C1)N1CCC(CC1)(F)F 3-chloro-5-(4,4-difluoropiperidin-1-yl)pyridazine